2-(bis(4-methoxybenzyl)amino)-4-((1-((tert-butyldiphenylsilyl)oxy)hexan-3-yl)oxy)pyrido[4,3-d]pyrimidin-5(6H)-one COC1=CC=C(CN(C=2N=C(C3=C(N2)C=CNC3=O)OC(CCO[Si](C3=CC=CC=C3)(C3=CC=CC=C3)C(C)(C)C)CCC)CC3=CC=C(C=C3)OC)C=C1